2-HYDRAZINOBUTANOIC ACID N(N)C(C(=O)O)CC